3-((3-((1-(benzyloxycarbonyl)piperidin-4-yl)oxy)-3-oxopropyl)amino)-7-trifluoromethoxy-benzo[e][1,2,4]Triazine-1,4-dioxide C(C1=CC=CC=C1)OC(=O)N1CCC(CC1)OC(CCNC=1N=[N+](C2=C([N+]1[O-])C=CC(=C2)OC(F)(F)F)[O-])=O